5-[p-(diethylamino)phenyl]pyrazoline C(C)N(C1=CC=C(C=C1)C1C=CNN1)CC